N1=C(C=CC2=CC=C3C=CC=NC3=C12)C=1C(=NC2=C3N=CC=CC3=CC=C2C1)NCCC1=NC=CC=C1 (1,10-phenanthroline-2-yl)-N-(2-(pyridine-2-yl)ethyl)-1,10-phenanthroline-2-amine